NCC1C(CC1)CN [2-(aminomethyl)cyclobutyl]methanamine